N-(2,2-dimethyl-6-(2-(methylcarbamoyl)cyclopropyl)-2,3-dihydrobenzofuran-5-yl)pyrazolo[1,5-a]pyrimidine-3-carboxamide CC1(OC2=C(C1)C=C(C(=C2)C2C(C2)C(NC)=O)NC(=O)C=2C=NN1C2N=CC=C1)C